(3,5-difluoro-4-((6-methoxy-7-(2-(methylamino)ethoxy)quinolin-4-yl)oxy)phenyl)pyridine-3-carboxamide FC=1C=C(C=C(C1OC1=CC=NC2=CC(=C(C=C12)OC)OCCNC)F)C1=NC=CC=C1C(=O)N